BrCCN1C2=CC=CC=C2C=2C(=CC=CC12)C1=CC=CC=C1 9-(2-bromoethyl)-4-phenyl-9H-carbazole